barium-cobalt silicate [Si]([O-])([O-])([O-])[O-].[Co+2].[Ba+2]